ClC=1C(=C2C(N(CN(C2=CC1)C1=C(C=C(C=C1)F)C)C1=CC(=NC=C1)C(=O)N)=O)F 4-(6-chloro-5-fluoro-1-(4-fluoro-2-methylphenyl)-4-oxo-1,4-dihydroquinazolin-3(2H)-yl)pyridine-2-carboxamide